FC1=CC=C(C=C1)C=1C=C2C(=NC=NC2=C(C1)OC)NC(CCN(C)C)C N3-(6-(4-fluorophenyl)-8-methoxyquinazolin-4-yl)-N1,N1-dimethylbutane-1,3-diamine